(S)-N-(5-(2-(2-hydroxyacetamido)imidazo[1,2-b]pyridazin-6-yl)-2-methoxypyridin-3-yl)-3-phenylisoxazolidine OCC(=O)NC=1N=C2N(N=C(C=C2)C=2C=C(C(=NC2)OC)N2OCC[C@H]2C2=CC=CC=C2)C1